(2S)-1,1,1-trifluoro-2-(6-(2-methyl-2H-pyrazolo[3,4-b]pyridin-5-yl)thieno[2,3-b]pyridin-2-yl)-2-propanol FC([C@](C)(O)C1=CC=2C(=NC(=CC2)C2=CC=3C(N=C2)=NN(C3)C)S1)(F)F